(3S)-1-[8-(2,6-difluorophenyl)-5-methyl-3,4,7,9,12-pentazatricyclo[8.4.0.02,6]tetradeca-1(10),2(6),4,7,11,13-hexaen-13-yl]piperidine-3-carbonitrile FC1=C(C(=CC=C1)F)C1=NC=2C(=NNC2C=2C=C(N=CC2N1)N1C[C@H](CCC1)C#N)C